C1OCC12CN(C2)C[C@@]2(C(C2)(F)F)CO (R)-(1-((2-oxa-6-azaspiro[3.3]heptan-6-yl)methyl)-2,2-difluorocyclopropyl)methanol